ClC1=NN2C(N=CC3=C2C2(CC2)C[C@H]3C(=O)NC=3C=NC(=C(C3)Cl)N3N=CC=N3)=C1 (R)-2-chloro-N-(5-chloro-6-(2H-1,2,3-triazol-2-yl)pyridin-3-yl)-6,7-dihydrospiro[cyclopenta[e]pyrazolo[1,5-a]pyrimidine-8,1'-cyclopropane]-6-carboxamide